bis(trimethyl-silyl)amine C[Si](C)(C)N[Si](C)(C)C